(1s,4s)-4-((5-(1-(2,2-difluoroethyl)-1H-benzo[d][1,2,3]triazol-6-yl)-4-methoxy-7H-pyrrolo[2,3-d]pyrimidin-2-yl)amino)-1-methylcyclohexan-1-ol FC(CN1N=NC2=C1C=C(C=C2)C2=CNC=1N=C(N=C(C12)OC)NC1CCC(CC1)(O)C)F